FC=1C=C(CNC(CSC2=NN=NN2C2=CC=C(C(=O)O)C=C2)=O)C=CC1 4-(5-((2-((3-Fluorobenzyl)amino)-2-oxoethyl)thio)-1H-tetrazol-1-yl)benzoic acid